C(#N)C1=CC=C(CNC(=O)C2=NN(C=3C(N(CCC32)CC3(CC3)S(NC(C)C3=NC=CN=C3)(=O)=O)=O)C)C=C1 N-(4-cyanobenzyl)-1-methyl-7-oxo-6-((1-(N-(1-(pyrazin-2-yl)ethyl)sulfamoyl)cyclopropyl)methyl)-4,5,6,7-tetrahydro-1H-pyrazolo[3,4-c]pyridine-3-carboxamide